CC1(CN(C(N1CC1=CC(=C(OC(C(=O)O)(C)C)C(=C1)C)C)=O)C1=CC=C(C=C1)C(F)(F)F)C 2-(4-((5,5-dimethyl-2-oxo-3-(4-(trifluoromethyl)phenyl)imidazolin-1-yl)methyl)-2,6-dimethylphenoxy)-2-methylpropanoic acid